Cl.Cl.FC(C1=CC2=C(C=N1)C(CN2C(CN2[C@H](CN[C@@H](C2)C)C(=O)N2CCOCC2)=O)(C)C)(C2=CC=CC=C2)F 1-{6-[Difluoro(phenyl)methyl]-3,3-dimethyl-1H,2H,3H-pyrrolo[3,2-c]pyridin-1-yl}-2-[(2R,5R)-5-methyl-2-[(morpholin-4-yl)carbonyl]piperazin-1-yl]ethan-1-one dihydrochloride